pyrazolo[1,5-a]pyrazine-5-carboxylate N1C=CC=2N1C=CN(C2)C(=O)[O-]